2-fluoro-4-[5-(4-methoxy-phenyl)-1-methyl-2-(methyl-pyrrolidin-3-yl-methyl-amino)-6-oxo-1,6-dihydro-pyrimidin-4-yl]-benzonitrile FC1=C(C#N)C=CC(=C1)C=1N=C(N(C(C1C1=CC=C(C=C1)OC)=O)C)N(CC)C1CNCC1